Cl.FC=C1CCNCC1 4-(Fluoromethylene)piperidine hydrochloride